3-(6-((5-((3S,4S)-4-amino-3-methyl-2-oxa-8-azaspiro[4.5]decan-8-yl)pyrazin-2-yl)thio)-5-chloro-4-oxoquinazolin-3(4H)-yl)propanenitrile N[C@@H]1[C@@H](OCC12CCN(CC2)C=2N=CC(=NC2)SC=2C(=C1C(N(C=NC1=CC2)CCC#N)=O)Cl)C